COC=1C=C(C=CC1OCCCN1CCCCC1)NC1=NC=CC(=N1)NC=1C(=NC2=CC=CC=C2C1)C 2-[3-methoxy-4-(3-piperidinopropoxy)phenylamino]-4-(2-methyl-3-quinolylamino)pyrimidine